3-(2-(methylsulfonyloxy)ethyl)azetidine CS(=O)(=O)OCCC1CNC1